C(C)(C)(C)OC(=O)N1CC2(CN(C2)S(=O)(=O)C2=CC=C(C=C2)C(F)(F)F)C1 2-[4-(trifluoromethyl)phenyl]Sulfonyl-2,6-diazaspiro[3.3]Heptane-6-carboxylic acid tert-butyl ester